FC1(CN(C1)C=1C=C(C=NC1OC1=CC=C(C=C1)C(F)(F)F)C(=O)N[C@@H](CO)C)F 5-(3,3-Difluoroazetidin-1-yl)-N-[(2R)-1-hydroxypropan-2-yl]-6-[4-(trifluoromethyl)phenoxy]pyridine-3-carboxamide